(R)-7-(4-(1-(2,2-difluoro-1-(4-fluoro-phenyl)propyl)-1H-pyrazol-4-yl)-pyrimidin-2-yl)-8-methyl-[1,2,4]-triazolo[1,5-a]-pyridin-2-amine FC([C@@H](C1=CC=C(C=C1)F)N1N=CC(=C1)C1=NC(=NC=C1)C1=C(C=2N(C=C1)N=C(N2)N)C)(C)F